morpholinomalonic acid diethyl ester C(C)OC(C(C(=O)OCC)N1CCOCC1)=O